N-methyl-4-(tert-pentyl)aniline CNC1=CC=C(C=C1)C(C)(C)CC